ClC1=CC=C(C=C1)C(N1C[C@@H](N(C[C@H]1C)C1=CC(N(C=2C=CC(=NC12)C#N)C)=O)C)C1=NC(=CC=C1)C 8-((2s,5r)-4-((4-chlorophenyl)(6-methylpyridin-2-yl)methyl)-2,5-dimethylpiperazin-1-yl)-5-methyl-6-oxo-5,6-dihydro-1,5-naphthyridine-2-carbonitrile